C(C)(C)(C)NC/C=C/C(=O)NC1=C(C=C(C=C1F)C(=O)C1=CC=C2C(=CC=CN12)C1=C(C2=C(N(C=N2)C)C=C1C)Cl)F (E)-4-(tert-butylamino)-N-(4-(8-(4-chloro-1,6-dimethyl-1H-benzo[d]imidazol-5-yl)indolizine-3-carbonyl)-2,6-difluorophenyl)but-2-enamide